N1=C(C=CC=C1)C=1C=NC(=CC1)NC(=O)NC1=NC(=CC=C1)C1=NN=CN1C(C)C 1-([2,3'-bipyridyl]-6'-yl)-3-(6-(4-isopropyl-4H-1,2,4-triazol-3-yl)pyridin-2-yl)urea